N-(3-trimethoxysilylpropyl)-2,2-dimethoxy-1-aza-2-silacyclopentane CO[Si](CCCN1[Si](CCC1)(OC)OC)(OC)OC